BrC1=CN=C(C(=N1)NC(=O)N1CC=2C=NC=CC2C1)O N-(6-Bromo-3-hydroxypyrazin-2-yl)-1,3-dihydro-2H-pyrrolo[3,4-c]pyridine-2-carboxamide